BrC1=CC=C(OC2=C(C=C(C(=C2)C)[N+](=O)[O-])C2=CN(C3=C(N=CC=C32)OC)C)C=C1 3-(2-(4-bromophenoxy)-4-methyl-5-nitrophenyl)-7-methoxy-1-methyl-1H-pyrrolo[2,3-C]pyridine